S(N)(=O)(=O)C1=CC=C(C=C1)C1NCCCNCCCOCCNCCCCC1C(=O)O 1-(4-sulfamoylphenyl)-10-oxa-2,6,13-triazacyclooctadecane-18-oic acid